(R)-2-amino-3-(3-(1,4-diethyl-1H-pyrazol-5-yl)-5-fluorobenzamido)propanoic acid N[C@@H](C(=O)O)CNC(C1=CC(=CC(=C1)F)C1=C(C=NN1CC)CC)=O